Chrysene-1,4-quinone C1(C=CC(C=2C3=CC=C4C=CC=CC4=C3C=CC12)=O)=O